COC=1C2=CC=CC=C2C(=C2CC=CCC12)OC 9,10-dimethoxy-1,4-dihydroanthracene